(5R/S)-methoxy-(3S)-Z-propenyl-pyrrolidine-1-carboxylic acid tert-butyl ester C(C)(C)(C)OC(=O)N1C(CCC1)(\C=C/C)OC